N-(4-(pyridin-4-ylamino)pyridin-2-yl)-3-(quinolin-4-ylamino)benzamide N1=CC=C(C=C1)NC1=CC(=NC=C1)NC(C1=CC(=CC=C1)NC1=CC=NC2=CC=CC=C12)=O